N-((5-phenyl-1,3,4-thiadiazol-2-yl)methyl)-1-((tetrahydrofuran-3-yl)methyl)-1H-1,2,3-triazole-4-carboxamide C1(=CC=CC=C1)C1=NN=C(S1)CNC(=O)C=1N=NN(C1)CC1COCC1